3-(5-amino-3-phenyl-4-(4-sulfamoylbenzyl)-1H-pyrazol-1-yl)benzoic acid NC1=C(C(=NN1C=1C=C(C(=O)O)C=CC1)C1=CC=CC=C1)CC1=CC=C(C=C1)S(N)(=O)=O